CCCCCCCCCCC/C=C\\CCCCC(=O)O[C@H](COC(=O)CCCCCCC/C=C\\CCCCCCCC)COP(=O)(O)O The molecule is a 1,2-diacyl-sn-glycerol 3-phosphate in which the acyl substituents at positions 1 and 2 are specified as oleoyl and (6Z)-octadecenoyl respectively. It derives from an oleic acid and a petroselinic acid. It is a conjugate acid of a 1-oleoyl-2-(6Z)-octadecenoyl-sn-glycero-3-phosphate(2-).